tert-butyl (S)-2-(5-bromobenzo[d]oxazol-2-yl)pyrrolidine-1-carboxylate BrC=1C=CC2=C(N=C(O2)[C@H]2N(CCC2)C(=O)OC(C)(C)C)C1